8-[5-[5-[(1R)-1-(3,5-dichloro-4-pyridyl)ethoxy]-1H-indazol-3-yl]pyrimidin-2-yl]-2-methyl-2,8-diazaspiro[4.5]decan-1-one ClC=1C=NC=C(C1[C@@H](C)OC=1C=C2C(=NNC2=CC1)C=1C=NC(=NC1)N1CCC2(CCN(C2=O)C)CC1)Cl